5-(benzyloxy)-N-(prop-2-yn-1-yl)-1,2,3,4-tetrahydronaphthalen-1-amine C(C1=CC=CC=C1)OC1=C2CCCC(C2=CC=C1)NCC#C